FC1=C2CN(C(C2=CC=C1C1=CC(=C2C(=N1)C(=NN2)NC(C)C)CN2CC(CC2)F)=O)C2C(NC(CC2)=O)=O 3-(4-fluoro-5-(7-((3-fluoropyrrolidin-1-yl)methyl)-3-(isopropylamino)-1H-pyrazolo[4,3-b]pyridin-5-yl)-1-oxoisoindolin-2-yl)piperidine-2,6-dione